N1C=C(C2=CC=CC=C12)C(=O)C=1SC=C(N1)CN[S@@](=O)C(C)(C)C (S)-N-((2-(1H-indole-3-carbonyl)thiazol-4-yl)methyl)-2-methylpropane-2-sulfinamide